t-butyl 2-[2-(aminomethyl)phenyl]acetate hydrochloride Cl.NCC1=C(C=CC=C1)CC(=O)OC(C)(C)C